3-[1-(2,6-dichlorophenyl)ethoxy]-2-nitropyridine ClC1=C(C(=CC=C1)Cl)C(C)OC=1C(=NC=CC1)[N+](=O)[O-]